tert-Butyl 3-(4-fluorophenyl)-3-(((5-(trifluoromethyl)-2-vinylpyrazolo[1,5-a]pyrimidin-7-yl)amino)methyl)azetidine-1-carboxylate FC1=CC=C(C=C1)C1(CN(C1)C(=O)OC(C)(C)C)CNC1=CC(=NC=2N1N=C(C2)C=C)C(F)(F)F